FC(SC1=CC=C(C=C1)N1C(NC2(C1=O)CCCC2)=O)(F)F 3-(4-((trifluoromethyl)thio)phenyl)-1,3-diazaspiro[4.4]nonane-2,4-dione